Scandium-Boron [B].[Sc]